C(O[C@H]1C[C@H](CC1)C1=NN(C(=C1)NC(=O)C1=CC(=NN1C)COC)C(C)(C)C)(OC1=CC=C(C=C1)[N+](=O)[O-])=O (1R,3S)-3-[1-tert-butyl-5-({[3-(methoxymethyl)-1-methyl-1H-pyrazol-5-yl]carbonyl}amino)-1H-pyrazol-3-yl]cyclopentyl 4-nitrophenyl carbonate